N,N'-(5-((2-(2-(2-(2-azidoethoxy)ethoxy)ethoxy)ethyl)carbamoyl)-1,3-phenylene)bis(2-iodoacetamide) N(=[N+]=[N-])CCOCCOCCOCCNC(=O)C=1C=C(C=C(C1)NC(CI)=O)NC(CI)=O